Isodecyl Citrate (2,6-dimethyloctan-2-yl citrate) CC(C)(CCCC(CC)C)C(C(=O)O)C(O)(C(=O)O)CC(=O)O.C(CC(O)(C(=O)O)CC(=O)O)(=O)OCCCCCCCC(C)C